4-(2-fluoro-6-methoxyphenyl)-6-methylpyridin-3-carboxamide FC1=C(C(=CC=C1)OC)C1=C(C=NC(=C1)C)C(=O)N